C(C)OC(=O)N1CCC2(CC1)CC(C1=CC(=CC=C12)C1=CC=C2C=CN=C(C2=C1)N)OC1=C(C=CC=C1)CC(=O)OCC 5-(1-Aminoisoquinolin-7-yl)-3-(2-(2-ethoxy-2-oxoethyl)phenoxy)-2,3-dihydrospiro[indene-1,4'-piperidine]-1'-carboxylic acid ethyl ester